ClC=1C=C(C(N(C1)C)=O)N1[C@](C=2N(C(=NC2C1=O)C=1C(=NC=C(C(=O)OC)C1)OC)C(C)C)([2H])C1=CC=C(C=C1)Cl Methyl (R)-5-(5-(5-chloro-1-methyl-2-oxo-1,2-dihydropyridin-3-yl)-6-(4-chlorophenyl)-1-isopropyl-4-oxo-1,4,5,6-tetrahydropyrrolo[3,4-d]imidazol-2-yl-6-d)-6-methoxynicotinate